2-(cyclopentyloxy)-N-(1,1-dimethylsilazepan-4-yl)-4H-pyrrolo[2,3-d]thiazole-5-carboxamide C1(CCCC1)OC=1SC2=C(N1)NC(=C2)C(=O)NC2CN[Si](CCC2)(C)C